C(C)(C)(C)C1N2C(C3=CC(=C(C=C3C1)C=1C=NN(C1)CCC(=O)O)OC)=CC(C(=C2)C(=O)O)=O 6-tert-butyl-9-[1-(2-carboxyethyl)-1H-pyrazol-4-yl]-10-methoxy-2-oxo-6,7-dihydro-2H-pyrido[2,1-a]isoquinoline-3-carboxylic acid